5-(2-methylpropyl)-nonane CC(CC(CCCC)CCCC)C